pentaerythritol diphosphonate melamine salt N1=C(N)N=C(N)N=C1N.P(=O)(O)OP(=O)O.OCC(CO)(CO)CO